N-(4-((2-(dimethylamino)ethyl)(methyl)amino)-2-Methoxy-5-nitrophenyl)carboxamide CN(CCN(C1=CC(=C(C=C1[N+](=O)[O-])NC=O)OC)C)C